(2R,4S)-1-(((9H-Fluoren-9-yl)methoxy)carbonyl)-4-(dimethylamino)pyrrolidine-2-carboxylic acid C1=CC=CC=2C3=CC=CC=C3C(C12)COC(=O)N1[C@H](C[C@@H](C1)N(C)C)C(=O)O